((6-(4-(8-bromoquinoxalin-2-yl)piperidin-1-yl)-6-oxohexyl)amino)-2-(2,6-dioxopiperidin-3-yl)isoindoline-1,3-dione BrC=1C=CC=C2N=CC(=NC12)C1CCN(CC1)C(CCCCCNC1=C2C(N(C(C2=CC=C1)=O)C1C(NC(CC1)=O)=O)=O)=O